(1S,2R,3S)-N-(6-(1-((3R,4R)-4-fluoro-3-methyltetrahydrofuran-3-yl)piperidin-4-yl)-7-methylisoquinolin-3-yl)-2-methyl-3-(1-methyl-1H-pyrazol-4-yl)cyclopropane-1-carboxamide F[C@@H]1[C@](COC1)(C)N1CCC(CC1)C=1C=C2C=C(N=CC2=CC1C)NC(=O)[C@H]1[C@@H]([C@@H]1C=1C=NN(C1)C)C